NC1=C(C=C(C=C1)[N+](=O)[O-])/C=C/C(=O)OCC Ethyl (E)-3-(2-amino-5-nitrophenyl)acrylate